5-((E)-4-(pyridin-3-yl)but-3-enamido)-N-(2-aminophenyl)pyridine-2-carboxamide N1=CC(=CC=C1)/C=C/CC(=O)NC=1C=CC(=NC1)C(=O)NC1=C(C=CC=C1)N